BrC1=C(C=C(C(=C1)[N+](=O)[O-])OC)N1CCC2(CCN(CC2)C(=O)OCC2=CC=CC=C2)CC1 benzyl 9-(2-bromo-5-methoxy-4-nitrophenyl)-3,9-diazaspiro[5.5]undecane-3-carboxylate